BrC1=C2C=CC=[N+](C2=C(C=C1)C)[O-] 5-bromo-8-methylquinoline 1-oxide